C(C)(C)(C)OC(N(C1CCOCC1)C1=CC2=C(C=N1)C=C(N2COCC[Si](C)(C)C)C2=CC=NC=C2)=O tert-butyl(2-(pyridin-4-yl)-1-((2-(trimethylsilyl)ethoxy)methyl)-1H-pyrrolo[3,2-c]pyridin-6-yl)(tetrahydro-2H-pyran-4-yl)carbamate